tert-butyl 3-(5-(4-(1-(6-(4-(2,4-dioxotetrahydropyrimidin-1(2H)-yl)-3-fluorophenyl)-2-azaspiro[3.3]heptan-2-yl)ethyl)-2-fluorophenyl)-4-methylpyrimidin-2-yl)isoxazole-5-carboxylate O=C1N(CCC(N1)=O)C1=C(C=C(C=C1)C1CC2(CN(C2)C(C)C2=CC(=C(C=C2)C=2C(=NC(=NC2)C2=NOC(=C2)C(=O)OC(C)(C)C)C)F)C1)F